tert-butyl 1-[(1,3-dioxoisoindolin-2-yl)methyl]-3-azabicyclo[3.1.1]heptane-3-carboxylate O=C1N(C(C2=CC=CC=C12)=O)CC12CN(CC(C1)C2)C(=O)OC(C)(C)C